FC(CN(C1=NC=2N(C3=CC=CC=C13)C(=NN2)F)C2=CC(=CC=C2)C#CC(C(F)(F)F)(C)C)F N-(2,2-difluoroethyl)-fluoro-N-(3-(4,4,4-trifluoro-3,3-dimethylbut-1-yn-1-yl)phenyl)-[1,2,4]triazolo[4,3-a]quinazolin-5-amine